N=C(C1=CC=C(C=C1)CNC([C@H](C)NC(=O)[C@@H]1NC[C@H](C1)C1=CC=CC=C1)=O)NC(OCC(Cl)(Cl)Cl)=O 2,2,2-trichloroethyl (imino(4-(((S)-2-((2R,4R)-4-phenylpyrrolidine-2-carboxamido)propanamido)methyl)phenyl)methyl)carbamate